C(C)(C)(C)OC(=O)N[C@@H](CC(=O)OCC1=CC=CC=C1)C(=O)N[C@H](C(=O)NCC1=CC=CC2=CC=CC=C12)C benzyl (S)-3-((tertbutoxycarbonyl)amino)-4-(((S)-1-((naphthalen-1-ylmethyl)amino)-1-oxopropan-2-yl)amino)-4-oxobutanoate